C(#N)C1=C(C(=CN1C)C(=O)O)C1=C(C(=CC=C1F)F)C 5-cyano-4-(3,6-difluoro-2-methylphenyl)-1-methylpyrrole-3-carboxylic acid